N,N-diethyl-2-phenyldiazenecarbothioamide C(C)N(C(=S)N=NC1=CC=CC=C1)CC